4-Isopropoxy-2,6-diphenyl-pyrimidine-5-carbonitrile C(C)(C)OC1=NC(=NC(=C1C#N)C1=CC=CC=C1)C1=CC=CC=C1